CN1N=C(C2=CC=CC(=C12)N1CCN(CC1)C[C@@H]1[C@H](CNCC1)C)C1C(NC(CC1)=O)=O 3-(1-methyl-7-(4-(((3R,4S)-3-methylpiperidin-4-yl)methyl)piperazin-1-yl)-1H-indazol-3-yl)piperidine-2,6-dione